FC1=C(C=C(C(=O)N)C=C1)NC(CC1=CC(=CC=C1)OC)=O 4-fluoro-3-(2-(3-methoxyphenyl)acetamido)benzamide